2-(3'-((3r,5r,7r)-adamantan-1-yl)-5'-isopropyl-2'-methoxy-4-methyl-[1,1'-biphenyl]-2-yl)-6-(3'-((1r,3r)-adamantan-2-yl)-5'-isopropyl-2'-methoxy-4-methyl-[1,1'-biphenyl]-2-yl)pyridine C12(CC3CC(CC(C1)C3)C2)C=2C(=C(C=C(C2)C(C)C)C2=C(C=C(C=C2)C)C2=NC(=CC=C2)C2=C(C=CC(=C2)C)C2=C(C(=CC(=C2)C(C)C)C2C3CC1CC(CC2C1)C3)OC)OC